2-(7-(3,5-dichlorophenyl)-2-(ethylsulfanyl)pyrazolo[1,5-a]pyrimidin-3-yl)-3-methyl-6-(trifluoromethyl)-3H-imidazo[4,5-b]pyridine ClC=1C=C(C=C(C1)Cl)C1=CC=NC=2N1N=C(C2C2=NC=1C(=NC=C(C1)C(F)(F)F)N2C)SCC